NC=1C=2N(C=CN1)C(=NC2C2=C(C=C(C(=O)NC1=NC=CC(=C1)N1CCOCC1)C=C2)F)[C@H]2N(CC1(CC1)C2)CC#CC (S)-4-(8-amino-3-(5-(but-2-ynyl)-5-azaspiro[2.4]hept-6-yl)imidazo[1,5-a]pyrazin-1-yl)-3-fluoro-N-(4-morpholinopyridin-2-yl)benzamide